C1(=CC=CC=C1)[S+](C1=CC=C(C=C1)OC)C1=CC=CC=C1 diphenyl-(p-methoxyphenyl)sulfonium